C(C)(C)(C)OC(=O)N1C(C2(C1)CNC2)C2=NC=NC=C2OC2=C(C=C(C=C2)F)S(=O)(=O)Cl (5-(2-(chlorosulfonyl)-4-fluorophenoxy)pyrimidin-4-yl)-2,6-diazaspiro[3.3]heptane-2-carboxylic acid tert-butyl ester